FC=1C=2N(C=C(C1)C(=O)N(C)OC)C=C(N2)C 8-fluoro-N-methoxy-N,2-dimethyl-imidazo[1,2-a]pyridine-6-carboxamide